O[C@@H]([C@H]1CN(C2=C(N1CC1=CC=C(C=C1)OC)N=CC=C2)C(=O)OC(C)(C)C)C2=CC=CC=C2 tert-butyl (3R)-3-[(R)-hydroxy(phenyl)methyl]-4-[(4-methoxyphenyl)methyl]-2H,3H-pyrido[2,3-b]pyrazine-1-carboxylate